(3-oxo-3H-cinnolin-2-yl)-acetic acid O=C1N(N=C2C=CC=CC2=C1)CC(=O)O